3-(naphthalen-2-yloxy)propan-2-ol C1=C(C=CC2=CC=CC=C12)OCC(C)O